NC=1C2=C(N=CN1)N(C=C2C2=CC=C(C=C2)C(F)(F)F)[C@@H]2O[C@@H]([C@H]([C@H]2O)O)CSCC=2C(=NOC2C2=CC=CC=C2)C (2R,3R,4S,5S)-2-(4-Amino-5-(4-(trifluoromethyl)phenyl)-7H-pyrrolo[2,3-d]pyrimidin-7-yl)-5-((((3-methyl-5-phenylisoxazol-4-yl)methyl)thio)methyl)tetrahydrofuran-3,4-diol